C(CCC)OC(=O)N1CC(C1)N 3-aminoazetidine-1-carboxylic acid Butyl ester